C1(CCCCC1)C[C@@H](C(NC(C=O)CC1C(NC2(C1)CCCCC2)=O)=O)NC(OC2C(CCC2)CC2=CC(=CC=C2)Cl)=O 2-(3-Chlorobenzyl)cyclopentyl ((2S)-3-cyclohexyl-1-oxo-1-((1-oxo-3-(2-oxo-1-azaspiro[4.5]decan-3-yl)propan-2-yl)amino)propan-2-yl)carbamate